4-[difluoro(pyrimidin-2-yl)acetyl]-10,10-dimethyl-9-oxo-1-oxa-4-azaspiro[5.5]undec-7-ene-8-carbonitrile FC(C(=O)N1CCOC2(C1)C=C(C(C(C2)(C)C)=O)C#N)(C2=NC=CC=N2)F